[(2S,5R)-2-carbamoyl-7-oxo-1,6-diazabicyclo[3.2.1]octan-6-yl] hydrogen sulfate S(=O)(=O)(ON1[C@@H]2CC[C@H](N(C1=O)C2)C(N)=O)O